BrC1=CC=C(C(=O)N2C(C(C3=CC=CC(=C23)Cl)=O)=O)C=C1 (4-bromobenzoyl)-7-chloroindoline-2,3-dione